C1(CCCCC1)C1=C(NC=2N=C(N=C(C21)N)C2=CC=CC=C2)C cyclohexyl-6-methyl-2-phenyl-7H-pyrrolo[2,3-d]pyrimidin-4-amine